((2R,5S)-2-(2-(2-(dimethylamino)ethyl)benzo[d]thiazol-5-yl)-5-methylpiperidin-1-yl)-2-oxoacetamide CN(CCC=1SC2=C(N1)C=C(C=C2)[C@@H]2N(C[C@H](CC2)C)C(C(=O)N)=O)C